COC1=CC=C(C=C1)[C@](C)(C#C)C=1N=C(SC1)NC(=O)N (S)-1-(4-(2-(4-methoxy-phenyl)but-3-yn-2-yl)-thiazol-2-yl)urea